2-[3-(4-chlorophenyl)phenyl]-5-(morpholinomethyl)-1,4-thiazepan-3-one ClC1=CC=C(C=C1)C=1C=C(C=CC1)C1SCCC(NC1=O)CN1CCOCC1